C[C@@H]1N([C@@H](CN(C1)C(=O)C1=C(C=C(C=C1)OC)F)C)C(=O)C1=C(C=C(C=C1)OC)F ((2S,6R)-2,6-dimethylpiperazine-1,4-diyl)bis((2-fluoro-4-methoxyphenyl)methanone)